(2R,3R,4R,5R)-5-(4-(4-aminopyrimidin-5-yl)-1H-imidazol-1-yl)-4-fluoro-2-(hydroxymethyl)-4-methyltetrahydrofuran-3-ol NC1=NC=NC=C1C=1N=CN(C1)[C@H]1[C@]([C@@H]([C@H](O1)CO)O)(C)F